C(C1=CC=CC=C1)OP(=O)(O)O benzylphosphonooxide